FC=1C=C(CC2=CC(=NC=C2)N2N=CC=3C(CCCC23)=O)C=C(C1)C(F)(F)F 1-(4-(3-fluoro-5-(trifluoromethyl)benzyl)pyridin-2-yl)-1,5,6,7-tetrahydro-4H-indazol-4-one